(R)-6-(3-bromo-4-(pyrrolidin-1-yl)phenyl)-1-(2-(2-(methoxymethyl)pyrrolidin-1-yl) ethyl benzo[d]oxazol-6-yl)-4-oxo-1,4-dihydropyridine-3-carboxylate BrC=1C=C(C=CC1N1CCCC1)C1=CC(C(=CN1C1=CC2=C(N=C(O2)CCN2[C@H](CCC2)COC)C=C1)C(=O)[O-])=O